FC=1C=C2C(=CNC2=CC1F)N=C=O 5,6-difluoro-3-isocyanato-1H-indole